NCCNC=1C=CC(=C(C(=O)NC=2SC(=C(N2)C)C)C1)C 5-((2-aminoethyl)amino)-N-(4,5-dimethylthiazol-2-yl)-2-methylbenzamide